(R)-2-(3-(3-chloropyridin-2-yloxy)pyrrolidin-1-yl)-5-(pyridin-4-yl)benzamide hydrochloride Cl.ClC=1C(=NC=CC1)O[C@H]1CN(CC1)C1=C(C(=O)N)C=C(C=C1)C1=CC=NC=C1